[5-(6-fluoro(1H-indazol-5-yl))pyrimidin-2-yl][(3-fluoro(2-pyridyl))cyclobutyl]amine FC1=C(C=C2C=NNC2=C1)C=1C=NC(=NC1)NC1(CCC1)C1=NC=CC=C1F